FC(C(S(=O)(=O)Cl)(F)F)(C(S(=O)(=O)Cl)(F)F)F hexafluoropropane-1,3-disulfonyl chloride